FC(C=1C(=C(C=CC1)[C@@H](C)NC1=NN=C(C2=CC=C(C=C12)N1CCNCC1)C)C)F (R)-N-(1-(3-(difluoromethyl)-2-methylphenyl)ethyl)-4-methyl-7-(piperazin-1-yl)phthalazin-1-amine